[5-[(4-chloro-2-fluoro-phenyl)methoxy]-2,4-difluoro-phenyl]-1,2,3,6-tetrahydropyridine ClC1=CC(=C(C=C1)COC=1C(=CC(=C(C1)N1CCC=CC1)F)F)F